NCC=1C=C(C=CC1)C=1N=C(C(=NC1CO)C=1C=C(C(=O)N(C)C)C=CC1)C 3-(5-(3-(aminomethyl)phenyl)-6-(hydroxymethyl)-3-methylpyrazin-2-yl)-N,N-dimethylbenzamide